1-(1-(Azetidin-2-yl)isochinolin-4-yl)-N-(5-chloro-6-(2H-1,2,3-triazol-2-yl)-pyridin-3-yl)-5-(trifluoromethyl)-1H-pyrazol-4-carboxamid N1C(CC1)C1=NC=C(C2=CC=CC=C12)N1N=CC(=C1C(F)(F)F)C(=O)NC=1C=NC(=C(C1)Cl)N1N=CC=N1